4,5,9,10-Tetraoxo-4,5,9,10-tetrahydropyrene O=C1C2=CC=CC=3C(C(C=4C=CC=C(C1=O)C4C32)=O)=O